4-(difluoromethoxy)-N-[(5S,6S)-6-hydroxy-spiro[2.4]heptan-5-yl]benzamide ethyl-ethenesulfonate C(C)OS(=O)(=O)C=C.FC(OC1=CC=C(C(=O)N[C@H]2CC3(CC3)C[C@@H]2O)C=C1)F